ClC=1C=C2C=C(NC2=CC1O)C(C)NC(=O)C1(CC1)C N-(1-(5-chloro-6-hydroxy-1H-indol-2-yl)ethyl)-1-methylcyclopropane-1-carboxamide